ClC=1C=C2C=C(C=NC2=C(C1)N1CCN(CC1)C)CNC1=CC(=NC=N1)NC(=O)[C@@H]1[C@H](C1)C1=CC(=CC=C1)Cl (1S,2S)-N-(6-(((6-chloro-8-(4-methylpiperazin-1-yl)quinolin-3-yl)methyl)amino)pyrimidin-4-yl)-2-(3-chlorophenyl)cyclopropane-1-carboxamide